2-Amino-N-[1-(8-chloro-5-pyridin-3-ylimidazo[1,5-a]pyridin-6-yl)ethyl]pyrazolo[1,5-a]pyrimidine-3-carboxamide trifluoroacetate salt FC(C(=O)O)(F)F.NC1=NN2C(N=CC=C2)=C1C(=O)NC(C)C=1C=C(C=2N(C1C=1C=NC=CC1)C=NC2)Cl